C(C)N1N=CC(=C1)CC=1C(N(C=CC1)C1=NC(=CC(=C1)C(F)(F)F)C1=CC=C(C=C1)F)=O 3-[(1-ethyl-1H-pyrazol-4-yl)methyl]-6'-(4-fluorophenyl)-4'-(trifluoromethyl)-2H-[1,2'-bipyridin]-2-one